(4-amino-1-methylimidazo[1,5-a]quinoxalin-8-yl)((4aS,9bS)-7-(trifluoromethoxy)-3,4,4a,9b-tetrahydrobenzofuro[3,2-b]pyridin-1(2H)-yl)methanone NC=1C=2N(C3=CC(=CC=C3N1)C(=O)N1[C@@H]3[C@H](CCC1)OC1=C3C=CC(=C1)OC(F)(F)F)C(=NC2)C